Cl.Cl.Cl.Cl.NCCNCCNCCN Triethylenetetra-amine tetraHCl